5-(1-(3,5-difluorophenyl)ethoxy)-1-(tetrahydro-2H-pyran-2-yl)-3-(1-((2-(Trimethylsilyl)ethoxy)methyl)-1,4,5,6-tetrahydropyrrolo[3,4-d]imidazol-2-yl)-1H-indazole FC=1C=C(C=C(C1)F)C(C)OC=1C=C2C(=NN(C2=CC1)C1OCCCC1)C1=NC2=C(N1COCC[Si](C)(C)C)CNC2